C(C)N1N=CC2=CC=C(C=C12)CN1CCC2(CC1)COC1=CC=3C(N(CC3C=C12)C1C(NC(CC1)=O)=O)=O 3-(1'-((1-ethyl-1H-indazol-6-yl)methyl)-7-oxo-5,7-dihydro-2H,6H-spiro[furo[2,3-f]isoindole-3,4'-piperidin]-6-yl)piperidine-2,6-dione